4-(1-(6-fluoro-1-methyl-1H-[1,2,3]triazolo[4,5-c][2,6]naphthyridin-5-yl)-1,2,3,4-tetrahydro-1,7-naphthyridin-5-yl)-2-methylbut-3-yn-2-ol FC1=CN=CC=2C3=C(N=C(C12)N1CCCC2=C(C=NC=C12)C#CC(C)(O)C)N=NN3C